sodium-vanadium phosphate P(=O)([O-])([O-])[O-].[V+5].[Na+].P(=O)([O-])([O-])[O-]